4-(2-phenyl-2H-tetrazol-5-yl)benzoic acid C1(=CC=CC=C1)N1N=C(N=N1)C1=CC=C(C(=O)O)C=C1